CC1(OC(C1)N(C(=O)C1=C(OC=2N=CN=C(C21)NC2(CC2)C)C)CC)C N-(2,2-dimethyloxetan-4-yl)-N-ethyl-6-methyl-4-[(1-methylcyclopropyl)amino]furo[2,3-d]pyrimidine-5-carboxamide